C12(CC(C1)C2)NS(=O)(=O)C2=CC=C(C=C2)NC([C@H](CC2=CC=CC=C2)NC(=O)C2=NC=C(C=C2)F)=O (S)-N-(1-(4-(N-bicyclo[1.1.1]pent-1-ylsulfamoyl)phenylamino)-1-oxo-3-phenylprop-2-yl)-5-fluoropyridinamide